N-(1,3-Benzodioxol-5-yl)-N-methyl-3-[3-(trifluoromethyl)-4,5,6,7-tetrahydropyrazolo[3,4-c]pyridin-1-yl]benzamid Hydrochlorid Cl.O1COC2=C1C=CC(=C2)N(C(C2=CC(=CC=C2)N2N=C(C1=C2CNCC1)C(F)(F)F)=O)C